C(CCC)NC(C[SiH3])NCCCC bis(butylamino)ethylsilane